7-isopropyl-2-(prop-2-yn-1-yloxy)-8-(3,4,5-trifluorophenyl)-3H-pyrazolo[1,5-a][1,3,5]triazin-4-one C(C)(C)C1=NN2C(N=C(NC2=O)OCC#C)=C1C1=CC(=C(C(=C1)F)F)F